5-(3-aminopropoxy)-N-(2-{2-[(6-chlorohexyl)oxy]ethoxy}ethyl)pentanamide NCCCOCCCCC(=O)NCCOCCOCCCCCCCl